4-methyl-2-(4-(4-methylpyrazolo[1,5-a]pyridin-2-yl)-1,4,6,7-tetrahydro-5H-imidazo[4,5-c]pyridin-5-yl)pyrimidine-5-carboxylic acid CC1=NC(=NC=C1C(=O)O)N1C(C2=C(CC1)NC=N2)C2=NN1C(C(=CC=C1)C)=C2